7-methyl-benzo[c]carbazole CN1C=2C=CC=CC2C=2C3=C(C=CC12)C=CC=C3